(3Z)-6-(propoxymethoxy)-3-hexenylmagnesium bromide C(CC)OCOCC\C=C/CC[Mg]Br